(6-((2-((4-methoxy-6-(4-methylpiperazin-1-yl)-[1,1'-biphenyl]-3-yl)amino)-7H-pyrrolo[2,3-d]pyrimidin-4-yl)amino)quinoxalin-5-yl)dimethyl-phosphine oxide COC1=C(C=C(C(=C1)N1CCN(CC1)C)C1=CC=CC=C1)NC=1N=C(C2=C(N1)NC=C2)NC=2C(=C1N=CC=NC1=CC2)P(C)(C)=O